3-Isopropyl-1-(4-((7-methyl-1H-benzo[d]imidazol-2-yl)methyl)naphthalen-1-yl)-5-(4-(methylamino)cyclohex-1-en-1-yl)imidazo[1,5-a]pyrazin-8-amine C(C)(C)C1=NC(=C2N1C(=CN=C2N)C2=CCC(CC2)NC)C2=CC=C(C1=CC=CC=C21)CC2=NC1=C(N2)C(=CC=C1)C